(2R,6R)-4-(4-(6-Chloroimidazo[1,2-a]pyridin-3-yl)pyrimidin-2-yl)-2-methyl-6-(5-methyl-1H-pyrazol-4-yl)morpholine iron sulfate S(=O)(=O)([O-])[O-].[Fe+2].ClC=1C=CC=2N(C1)C(=CN2)C2=NC(=NC=C2)N2C[C@H](O[C@@H](C2)C=2C=NNC2C)C